di-tert-butyl (4aR)-10-ethyl-l-1-oxo-1,2,4,4a,5,6,11,12-octahydro-3H,10H-pyrazino[1',2':5,6][1,5]oxazocino[2,3-g]quinoxaline-3,9(14H)-dicarboxylate C(C)C1CNC2=CC3=C(C=C2N1C(=O)OC(C)(C)C)OCC[C@H]1N(C3)C(CN(C1)C(=O)OC(C)(C)C)=O